2-(3-(3,5-difluoro-6-(((3S,4S)-4-fluoropyrrolidin-3-yl)amino)pyridin-2-yl)imidazo[1,2-a]pyrazin-6-yl)-1,2-thiazinane 1,1-dioxide FC=1C(=NC(=C(C1)F)N[C@H]1CNC[C@@H]1F)C1=CN=C2N1C=C(N=C2)N2S(CCCC2)(=O)=O